BrC1=CC=C(C=C1)C1=NC(=NC(=N1)C1=CC=CC=C1)C1=CC=CC=C1 4-bromo-phenyl-3,5-diphenyl-2,4,6-triazine